N-(2-((2-((3-methyl-1H-indazol-5-yl)amino)-5-(trifluoromethyl)pyrimidin-4-yl)amino)phenyl)methylsulfonamide CC1=NNC2=CC=C(C=C12)NC1=NC=C(C(=N1)NC1=C(C=CC=C1)CNS(=O)=O)C(F)(F)F